N1=CC=C(C=C1)C1=CC=C(C=C1)OB(O)O (4-(pyridin-4-yl)phenyl)boric acid